C1=CN=NNC1=O TRIAZINONE